NC1=C(C(=CC2=CC(=C(C(=C12)O)N=NC1=CC=CC=C1)S(=O)(=O)O)S(=O)(=O)O)N=NC1=CC=C(C=C1)C1=CC=C(C=C1)N=NC1=C(C=C(C=C1)N)N 4-amino-3-[[4-[4-[(2,4-diaminophenyl)diazenyl]phenyl]phenyl]diazenyl]-5-hydroxy-6-phenyldiazenylnaphthalene-2,7-disulfonic acid